2-(4-(3-isopropyl-2-(5-methylimidazo[1,5-a]pyridin-7-yl)-1H-indol-5-yl)piperidin-1-yl)-N,N-dimethylacetamide C(C)(C)C1=C(NC2=CC=C(C=C12)C1CCN(CC1)CC(=O)N(C)C)C1=CC=2N(C(=C1)C)C=NC2